FCCCN1N=CC=2C1=NC(=CC2)NC2=NC=C(C(=C2)N2C[C@H](CCC2)O)C=2C=NN(C2)C(C)C (S)-1-(2-((1-(3-fluoropropyl)-1H-pyrazolo[3,4-b]pyridin-6-yl)amino)-5-(1-isopropyl-1H-pyrazol-4-yl)pyridin-4-yl)piperidin-3-ol